N-[8-chloro-6-(4-ethyl-3-pyridinyl)-3-isoquinolinyl]-2-(2-tetrahydropyran-2-yl-pyrazol-3-yl)acetamide ClC=1C=C(C=C2C=C(N=CC12)NC(CC=1N(N=CC1)C1OCCCC1)=O)C=1C=NC=CC1CC